FC=1C=C(C=CC1C1=CN=C2C(=N1)N(N=N2)CC=2C=C1C=CC=NC1=CC2)P(C)(C)=O (3-Fluoro-4-(1-(quinolin-6-ylmethyl)-1H-[1,2,3]triazolo[4,5-b]pyrazin-6-yl)phenyl)dimethylphosphine oxide